CS(=O)(=O)C1=CC=C(C=C1)CNC(CCCC(=O)N)=O N-[(4-methanesulfonylphenyl)methyl]pentanediamide